COC=1C=C(C=CC1)N1C(CNC(C1)=O)=O 1-(3-methoxyphenyl)piperazine-2,5-dione